ClC1=C(C=CC=2C3=C(NC12)CCN([C@H]3C)C(=O)C3=NC=C(C=N3)OCCC#N)Cl (S)-3-((2-(6,7-dichloro-1-methyl-2,3,4,5-tetrahydro-1H-pyrido[4,3-b]indole-2-carbonyl)pyrimidin-5-yl)oxy)propanenitrile